1-(2-chlorophenyl)-3-[1-(4-methoxyphenyl)-5-oxopyrrolidin-3-yl]urea ClC1=C(C=CC=C1)NC(=O)NC1CN(C(C1)=O)C1=CC=C(C=C1)OC